Gallium Telluride [Ga]=[Te]